ClC=1C(=NC=C(C1)C(F)(F)F)N[C@@H]1C[C@@H]2CN([C@H]1CC2)C(=O)C2=C(C(=CC=C2)F)C2=NC=CC=N2 ((1S,4R,6R)-6-((3-Chloro-5-(trifluoromethyl)pyridin-2-yl)amino)-2-azabicyclo-[2.2.2]octan-2-yl)(3-fluoro-2-(pyrimidin-2-yl)phenyl)-methanon